3-(3-(4-methylphenyl)-5-methyl-4-thiazolinonyl)-N-(4-phenylbutyl)benzamide Allyl-4-(4-(tert-butoxycarbonyl)piperazin-1-yl)-2-chloro-8-oxo-5,6,7,8-tetrahydroquinazoline-7-carboxylate C(C=C)OC(=O)C1CCC=2C(=NC(=NC2C1=O)Cl)N1CCN(CC1)C(=O)OC(C)(C)C.CC1=CC=C(C=C1)N1C(SC(=C1C=1C=C(C(=O)NCCCCC2=CC=CC=C2)C=CC1)C)=O